2-Chloro-N5-(2-hydroxyethoxy-1,1,2,2-d4)-N4-(2,3,5,6-tetrafluoro-3'-(methoxy-d3)-[1,1'-biphenyl]-4-yl)thiazole-4,5-dicarboxamide ClC=1SC(=C(N1)C(=O)NC1=C(C(=C(C(=C1F)F)C1=CC(=CC=C1)OC([2H])([2H])[2H])F)F)C(=O)NOC(C([2H])([2H])O)([2H])[2H]